5,5',5'',5'''-(1,4,7,10-tetraazacyclododecane-1,4,7,10-tetrayl)tetra(furan-2-carboxylic acid) N1(CCN(CCN(CCN(CC1)C1=CC=C(O1)C(=O)O)C1=CC=C(O1)C(=O)O)C1=CC=C(O1)C(=O)O)C1=CC=C(O1)C(=O)O